C1=2C=C(C=CC2CC1)C1C(=NNC1)C1=CC=C(C=C1)Cl 4-(bicyclo[4.2.0]oct-1(6),2,4-triene-3-yl)-3-(4-chlorophenyl)-4,5-dihydro-1H-pyrazole